(1-(4-(2,6-bis(benzyloxy)pyridin-3-yl)-2,6-difluorophenyl)piperidin-4-yl)methanol C(C1=CC=CC=C1)OC1=NC(=CC=C1C1=CC(=C(C(=C1)F)N1CCC(CC1)CO)F)OCC1=CC=CC=C1